N[C-]1C=CC=C1.[CH-]1C=CC=C1.[Fe+2] amino-ferrocene